(R)-3-(2-(3-(ethoxymethyl)-1-(2-(pyridin-2-yl)propan-2-yl)pyrrolidin-3-yl)ethyl)benzonitrile C(C)OC[C@]1(CN(CC1)C(C)(C)C1=NC=CC=C1)CCC=1C=C(C#N)C=CC1